C[Si](CCOC(CCCCCNC(C1=CC(=C(C=C1)N)N)=O)=O)(C)C 6-(3,4-diaminobenzamido)hexanoic acid 2-(trimethylsilyl)ethyl ester